Methyl 2,2-dimethyl-3-(4-methyl-3-((pivaloyloxy)methyl)phenyl)-3-(3-(trifluoromethyl)-[1,2,4]triazolo[4,3-a]pyridin-7-yl)propanoate CC(C(=O)OC)(C(C1=CC=2N(C=C1)C(=NN2)C(F)(F)F)C2=CC(=C(C=C2)C)COC(C(C)(C)C)=O)C